2,3,4,4-tetrafluoro-3-(difluoromethyl)sulfolane methyl-2-(2-(3-chloro-1-((2-(trimethylsilyl)ethoxy)methyl)-1H-pyrazol-4-yl)-4,6-difluorophenyl)imidazo[1,2-a]pyridine-7-carboxylate COC(=O)C1=CC=2N(C=C1)C=C(N2)C2=C(C=C(C=C2F)F)C=2C(=NN(C2)COCC[Si](C)(C)C)Cl.FC2S(=O)(=O)CC(C2(C(F)F)F)(F)F